3-[2,5-Bis(propan-2-yl)furan-3-yl]-1-[(1-methyl-1H-pyrazol-4-yl)(1-methylpiperidin-3-yl)sulfamoyl]urea CC(C)C=1OC(=CC1NC(NS(N(C1CN(CCC1)C)C=1C=NN(C1)C)(=O)=O)=O)C(C)C